tert-butyl ((2S,3S)-1-amino-3-((4-fluorobenzyl)oxy)-1-oxobutan-2-yl)carbamate NC([C@H]([C@H](C)OCC1=CC=C(C=C1)F)NC(OC(C)(C)C)=O)=O